NC=1C2=C(N=CN1)C(=NC(=C2)N(C)C2CCC2)C=2C(=C(C=CC2C)O)C 3-(4-amino-6-(cyclobutyl(methyl)amino)pyrido[3,4-d]pyrimidin-8-yl)-2,4-dimethylphenol